4-nitrophenylphenyl (1-oxo-1-(2-oxothiazolidin-3-yl) propan-2-yl) phosphoramidate P(OC1=C(C=CC=C1)C1=CC=C(C=C1)[N+](=O)[O-])(OC(C(N1C(SCC1)=O)=O)C)(=O)N